1,1-di(hydroxymethyl)cyclohexane OCC1(CCCCC1)CO